O=C1C(=CNC=2N1N=CC2)C(=O)OCC Ethyl 7-oxo-4,7-dihydropyrazolo[1,5-a]pyrimidine-6-carboxylate